8-(2,2,2-trifluoroacetyl)-8-azaspiro[4.5]decan-1-one FC(C(=O)N1CCC2(CCCC2=O)CC1)(F)F